oxybis(ethylene) O(C=C)C=C